C(C)(C)(C)OC(=O)N1CC2(C1)C[C@@H](CC2)C2=CC=C(C=C2)C(F)(F)F (R)-6-(4-(trifluoromethyl)phenyl)-2-azaspiro[3.4]octane-2-carboxylic acid tert-butyl ester